(R)-1-(4-(4-(1-methyl-5-(((1-phenylethoxy)carbonyl)amino)-1H-1,2,3-triazol-4-yl)piperidin-1-yl)phenyl)cyclopropane-1-carboxylic acid CN1N=NC(=C1NC(=O)O[C@H](C)C1=CC=CC=C1)C1CCN(CC1)C1=CC=C(C=C1)C1(CC1)C(=O)O